1-(4-Nitrophenyl)-1,5-dihydro-4H-pyrazolo[3,4-d]pyrimidin-4-one [N+](=O)([O-])C1=CC=C(C=C1)N1N=CC2=C1N=CNC2=O